N-cyclopropyl-6,7-dimethoxy-1-oxo-2-(5,6,7,8-tetrahydronaphthalen-1-yl)-1,2-dihydroisoquinoline-4-carboxamide C1(CC1)NC(=O)C1=CN(C(C2=CC(=C(C=C12)OC)OC)=O)C1=CC=CC=2CCCCC12